terphenyl-carboxylic acid C=1(C(=CC=CC1)C(=O)O)C=1C(=CC=CC1)C1=CC=CC=C1